5-fluoro-4-methyl-3-nitropyridine-2-carbaldehyde FC=1C(=C(C(=NC1)C=O)[N+](=O)[O-])C